C(C(C)C)OC(=O)C1(C(C(CC1)(C)C)=O)CC1=CC=C(C=C1)Cl 1-(4-chlorobenzyl)-3,3-dimethyl-2-oxocyclopentane-1-carboxylic acid isobutyl ester